FC(N1N=CC(=C1)C1=CC(=NC=C1)N)(F)F 4-(1-(Trifluoromethyl)-1H-pyrazol-4-yl)pyridin-2-amine